4-(2-methyl-3-(3-(morpholinomethyl)phenyl)-3H-imidazo[4,5-b]pyridin-5-yl)pyridin-2-amine CC1=NC=2C(=NC(=CC2)C2=CC(=NC=C2)N)N1C1=CC(=CC=C1)CN1CCOCC1